C1(=CC=CC=C1)C=1C=CC=C2C3=C(NC12)C=NC=C3 8-phenyl-9H-pyrido[3,4-b]indole